3-(methylsulfonyl)-5-(trifluoromethoxy)benzoic acid CS(=O)(=O)C=1C=C(C(=O)O)C=C(C1)OC(F)(F)F